(S)-(1-(5-(benzyloxy)-6-chloro-2-iodopyridin-3-yl)-3,3-dimethylbut-2-yl)carbamic acid tert-butyl ester C(C)(C)(C)OC(N[C@@H](CC=1C(=NC(=C(C1)OCC1=CC=CC=C1)Cl)I)C(C)(C)C)=O